2,2'-oxydiethanolat O(CC[O-])CC[O-]